C(C)(C)(C)OC(=O)N1CCC(CC1)C=1C=C(C2=C(N(C(=N2)C2=CC(=C(C=C2)OC)OC)C)C1)C 4-(2-(3,4-dimethoxyphenyl)-1,4-dimethyl-1H-benzo[D]imidazol-6-yl)piperidine-1-carboxylic acid tert-butyl ester